2,4,6-tricyclohexylbenzenesulfonate C1(CCCCC1)C1=C(C(=CC(=C1)C1CCCCC1)C1CCCCC1)S(=O)(=O)[O-]